FC(O[C@H]1C[C@H](C1)NC(=O)C1=CC=NC=2N1N=CC2C(=O)N)(F)F N7-[cis-3-(trifluoromethoxy)cyclobutyl]pyrazolo[1,5-a]pyrimidine-3,7-dicarboxamide